CC=1C=C(C=CC1)[C@@H](CC)N=C=O (R)-1-(3-methylphenyl)propyl isocyanate